(4-(((3R,6S)-6-(aminomethyl)tetrahydro-2H-pyran-3-yl)amino)-5-methoxy-1H-pyrrolo[2,3-b]pyridin-3-yl)(2-fluoro-4-(2-fluorophenoxy)phenyl)methanone NC[C@@H]1CC[C@H](CO1)NC1=C2C(=NC=C1OC)NC=C2C(=O)C2=C(C=C(C=C2)OC2=C(C=CC=C2)F)F